N,N-dimethylglucosamine CN([C@H]1C(O)O[C@@H]([C@H]([C@@H]1O)O)CO)C